5-[1-(5-amino-2-pyridyl)-3-(trifluoromethyl)pyrazol-4-yl]-N-[3-chloro-4-[(2R)-2-ethylpiperazine-1-carbonyl]phenyl]-1-methyl-imidazole-2-carboxamide NC=1C=CC(=NC1)N1N=C(C(=C1)C1=CN=C(N1C)C(=O)NC1=CC(=C(C=C1)C(=O)N1[C@@H](CNCC1)CC)Cl)C(F)(F)F